4-(((2Z)-5-((6-methoxynaphthalene-2-yl)methylene)-4-oxo-3-phenylthiazolidin-2-ylidene)amino)benzenesulphonamide COC=1C=C2C=CC(=CC2=CC1)C=C1C(N(/C(/S1)=N/C1=CC=C(C=C1)S(=O)(=O)N)C1=CC=CC=C1)=O